NC=1C=C2C(C(N(C2=CC1)CC(=O)N1CCOCC1)=O)(C)C 5-amino-3,3-dimethyl-1-(2-morpholino-2-oxo-ethyl)indolin-2-one